C(C=C)(=O)OCCC(CC)OC(C=C)=O 1,3-pentanediol diacrylate